6-bromo-2-(2-methoxycyclopentyl)quinoline BrC=1C=C2C=CC(=NC2=CC1)C1C(CCC1)OC